C(C)(=O)OCCC1(SC(CC1)C(C)C)C 2-(5-Isopropyl-2-methyl-tetrahydrothiophen-2-yl)-ethyl acetate